3-(6-((7-fluoro-2,3-dihydro-1H-inden-4-yl)oxy)-2-methyl-3-(trifluoromethyl)benzamido)pyridine 1-oxide FC=1C=CC(=C2CCCC12)OC1=CC=C(C(=C1C(=O)NC=1C=[N+](C=CC1)[O-])C)C(F)(F)F